N-[5-(1-hydroxy-1-phenyl-ethyl)thiazol-2-yl]-2-methyl-propanamide OC(C)(C1=CC=CC=C1)C1=CN=C(S1)NC(C(C)C)=O